4-(2-(3,3-difluoropyrrolidin-1-yl)ethoxy)piperidine Tert-butyl-4-{[(4-amino-6-chloropyridazin-3-yl)amino]methyl}piperidine-1-carboxylate C(C)(C)(C)OC(=O)N1CCC(CC1)CNC=1N=NC(=CC1N)Cl.FC1(CN(CC1)CCOC1CCNCC1)F